tert-Butyl (S)-4-(3-((tert-butoxycarbonyl)(8-cyano-4-((4-methoxybenzyl)(methyl)amino)pyrazolo[1,5-a][1,3,5]triazin-2-yl)amino)-2-chloro-5-cyanophenyl)-3-methylpiperazine-1-carboxylate C(C)(C)(C)OC(=O)N(C=1C(=C(C=C(C1)C#N)N1[C@H](CN(CC1)C(=O)OC(C)(C)C)C)Cl)C1=NC=2N(C(=N1)N(C)CC1=CC=C(C=C1)OC)N=CC2C#N